(E)-N-((2-((1-acetyl-3-oxoindolin-2-ylidene)methyl)benzo[d]thiazol-5-yl)methyl)methanesulfonamide C(C)(=O)N1\C(\C(C2=CC=CC=C12)=O)=C\C=1SC2=C(N1)C=C(C=C2)CNS(=O)(=O)C